C(CCCCC)C1(C2=CC=CC=C2C=2C=CC(=CC12)Br)CCCCCC 9,9-dihexyl-2-bromofluorene